2-isoxazoline-3-carboxylate O1N=C(CC1)C(=O)[O-]